6-(4-((1H-pyrazol-1-yl)methyl)phenyl)-2,2-difluoro-7-((5-methoxy-7-methyl-1H-indol-4-yl)methyl)-7-azaspiro[3.5]nonane N1(N=CC=C1)CC1=CC=C(C=C1)C1CC2(CC(C2)(F)F)CCN1CC1=C2C=CNC2=C(C=C1OC)C